C1CC12CCN(CC2)C2=CC(=C1C=CC=NC1=C2C(=O)Cl)Br 7-(6-azaspiro[2.5]oct-6-yl)-5-bromoquinoline-8-carboxylic acid chloride